1-(2-chloro-5-(4-(piperidin-4-yloxy)piperidine-1-carbonyl)phenyl)dihydropyrimidine-2,4(1H,3H)-dione hydrochloride Cl.ClC1=C(C=C(C=C1)C(=O)N1CCC(CC1)OC1CCNCC1)N1C(NC(CC1)=O)=O